(1R,2S)-2-((S)-5H-imidazo[5,1-a]isoindol-5-yl)cyclobutan-1-ol C=1N=CN2C1C1=CC=CC=C1[C@@H]2[C@H]2[C@@H](CC2)O